N-(2-((5-cyano-4-((2-isopropoxyphenyl)amino)pyrimidin-2-yl)amino)-5-(4-(4-(2-hydroxyethyl)piperazin-1-yl)piperidin-1-yl)phenyl)acrylamide C(#N)C=1C(=NC(=NC1)NC1=C(C=C(C=C1)N1CCC(CC1)N1CCN(CC1)CCO)NC(C=C)=O)NC1=C(C=CC=C1)OC(C)C